4-(((5-bromopyrimidin-2-yl)oxy)methyl)piperidine-1-carboxylic acid tert-butyl ester C(C)(C)(C)OC(=O)N1CCC(CC1)COC1=NC=C(C=N1)Br